benzimidazole phosphorus [P].N1=CNC2=C1C=CC=C2